4-Hydroxy-3-(1-methyl-1,2,3,6-tetrahydropyridin-4-yl)-1H-indole OC1=C2C(=CNC2=CC=C1)C=1CCN(CC1)C